FC(OC1=CC=C(OC2=C(N=NN2)C(=O)O)C=C1)F 5-(4-(difluoromethoxy)phenoxy)-1H-1,2,3-triazole-4-carboxylic acid